tert-butyl (E)-3-(2-((2-chloro-5-(3-ethoxy-3-oxoprop-1-en-1-yl)pyridin-4-yl)amino)ethyl)azetidine-1-carboxylate tert-Butyl-3-(2-aminoethyl)azetidine-1-carboxylate C(C)(C)(C)OC(=O)N1CC(C1)CCN.ClC1=NC=C(C(=C1)NCCC1CN(C1)C(=O)OC(C)(C)C)\C=C\C(=O)OCC